BrC=1C=CC=2C=C3CCCN3C2N1 Bromo-7,8-dihydro-6H-pyrido[3,2-b]pyrrolizine